N1C(=NC=C1)C1=CC=C(C(=N1)C)N1CCN(CC1)CC1=NC(=NC=N1)NC(=O)NCC 1-(4-((4-(6-(1H-imidazol-2-yl)-2-methylpyridin-3-yl)piperazin-1-yl)methyl)-1,3,5-triazin-2-yl)-3-ethylurea